CS(=O)(=O)C1=CC=C(CC=2C(=NN(C2)C2(N=CSC2)C(=O)[O-])C2=CC=CC=C2)C=C1 4-(4-(methylsulfonyl)benzyl-3-phenyl-1H-pyrazol-1-yl)thiazole-4-carboxylate